O1C=NC(=C1)CCC(=O)O[C@H]1[C@H](NC[C@@H]1O)CC1=CC=C(C=C1)OC (2R,3S,4S)-4-hydroxy-2-[(4-methoxyphenyl) methyl]pyrrolidin-3-yl 3-(1,3-oxazol-4-yl)propanoate